ClC=1C(=CC(=C(C(=O)NC=2C=NNC(C2)=O)C1)OC1=C(C=C(C=C1)F)OC(F)F)C(F)(F)F 5-Chloro-2-(2-(difluoromethoxy)-4-fluorophenoxy)-N-(6-oxo-1,6-dihydropyridazin-4-yl)-4-(trifluoromethyl)benzamide